2,4-bis-{[4-(2-ethylhexyloxy)-2-hydroxybenzyloxy]-phenyl}-6-(4-methoxyphenyl)-(1,3,5)-triazine C(C)C(COC1=CC(=C(COC2=C(C=CC=C2)C2=NC(=NC(=N2)C2=C(C=CC=C2)OCC2=C(C=C(C=C2)OCC(CCCC)CC)O)C2=CC=C(C=C2)OC)C=C1)O)CCCC